FC1(CCC(CC1)C1=CC=C(OC=2N=NNC2C(=O)O)C=C1)F 4-(4-(4,4-difluorocyclohexyl)phenoxy)-1H-1,2,3-triazole-5-carboxylic acid